O=C1NC(CC[C@@H]1C1=C(C=C(C=C1F)N1C([C@@H](CC1)NC(OCC1CC2(C1)CCC2)=O)=O)F)=O spiro[3.3]heptan-2-ylmethyl ((R)-1-(4-((R)-2,6-dioxopiperidin-3-yl)-3,5-difluorophenyl)-2-oxopyrrolidin-3-yl)carbamate